6-(Benzo[d][1,3]dioxol-4-ylamino)-4-chloro-N-(2,3-dihydro-1H-inden-2-yl)pyridineamide tert-butyl-(2R,4S)-4-((2-fluoro-9-isopropyl-9H-purin-6-yl)amino)-2-methylpyrrolidine-1-carboxylate C(C)(C)(C)OC(=O)N1[C@@H](C[C@@H](C1)NC1=C2N=CN(C2=NC(=N1)F)C(C)C)C.O1COC2=C1C=CC=C2NC2=CC(=CC(=N2)C(=O)NC2CC1=CC=CC=C1C2)Cl